4-methoxybutenone COC=CC(C)=O